4-(4-(2,5-Diazabicyclo[2.2.2]octan-2-yl)-8-fluoro-2-((hexahydroindolizin-8a(1H)-yl)methoxy)pyrido[4,3-d]pyrimidin-7-yl)-5-ethynyl-6-fluoronaphthalen-2-ol C12N(CC(NC1)CC2)C=2C1=C(N=C(N2)OCC23CCCCN3CCC2)C(=C(N=C1)C1=CC(=CC2=CC=C(C(=C12)C#C)F)O)F